sodium hydroxymethanesulfinate OCS(=O)[O-].[Na+]